(R)-2-(2-(diphenylphosphino)phenyl)-4-isopropyl-4,5-dihydrooxazole C1(=CC=CC=C1)P(C1=C(C=CC=C1)C=1OC[C@H](N1)C(C)C)C1=CC=CC=C1